stilben-3,4',5-triol C1(=CC(=CC(=C1)O)O)C=CC1=CC=C(C=C1)O